Cl.COC=1C=C2C3CCCC(C2=CC1)N3 4-methoxy-12-azatricyclo[6.3.1.02,7]Dodeca-2,4,6-triene hydrochloride